propyl-3-butylimidazole tosylate S(=O)(=O)(O)C1=CC=C(C)C=C1.C(CC)C1=NC=CN1CCCC